CC1=CC=C(C=C1)S(=O)(=O)[O-].C1(CCCCC1)[S+](C1=CC=CC=C1)C1CCCCC1 Dicyclohexylphenyl-sulfonium p-toluenesulfonate salt